BrC1=CC=C(N(C2=CC=C(C=C2)C)C2=CC=C(C=C2)C)C=C1 4-bromo-N,N-di-p-tolylaniline